N''-[[(2Z)-3-[1-(2-nitrophenyl)-1H-pyrrol-2-yl]prop-2-en-1-ylidene]amino]guanidine [N+](=O)([O-])C1=C(C=CC=C1)N1C(=CC=C1)\C=C/C=NN=C(N)N